3-(6-chloro-1-[[2-(trimethylsilyl)ethoxy]methyl]pyrrolo[2,3-b]pyridin-3-yl)-5-fluoro-2-methoxypyridine ClC1=CC=C2C(=N1)N(C=C2C=2C(=NC=C(C2)F)OC)COCC[Si](C)(C)C